6-(cyclopropylmethyl)-N-(1-(3,4,5-trimethoxyphenyl)-1H-imidazol-4-yl)-1H-pyrazolo[3,4-d]pyrimidin-4-amine C1(CC1)CC1=NC(=C2C(=N1)NN=C2)NC=2N=CN(C2)C2=CC(=C(C(=C2)OC)OC)OC